(R)-3-(5-(difluoromethoxy)pyridin-3-yl)-1-(5-fluoropyridin-2-yl)-N-((S)-3-methyl-1,1-dioxidotetrahydrothiophen-3-yl)-4,5,6,7-tetrahydro-1H-indazole-6-carboxamide FC(OC=1C=C(C=NC1)C1=NN(C=2C[C@@H](CCC12)C(=O)N[C@@]1(CS(CC1)(=O)=O)C)C1=NC=C(C=C1)F)F